COC1=C(C=C(C(=N1)N1CCC(CC1)N1CCN(CC1)C)[N+](=O)[O-])C 1-(1-(6-methoxy-5-methyl-3-nitropyridin-2-yl)piperidin-4-yl)-4-methylpiperazine